C(OCCC(C)OC)(OOOOC(OCCC(C)OC)=O)=O bis(3-methoxybutyl) peroxy dicarbonate